(R)-4-(2-(methoxymethyl)pyrrolidin-1-yl)-1-(o-tolyl)-7-(trifluoromethyl)-quinazolin-2(1H)-one COC[C@@H]1N(CCC1)C1=NC(N(C2=CC(=CC=C12)C(F)(F)F)C1=C(C=CC=C1)C)=O